ClC=1N=C2C(=C(C(N(C2=CC1)C)=O)C#N)N1C[C@@H]([C@H](CC1)NC1=C(C=C(C=C1)Cl)OC)C 6-chloro-4-[(3S,4S)-4-(4-chloro-2-methoxy-anilino)-3-methyl-1-piperidinyl]-1-methyl-2-oxo-1,5-naphthyridine-3-carbonitrile